tert-butyl 4-[4-(aminomethyl)benzyloxy]piperidine-1-carboxylate NCC1=CC=C(COC2CCN(CC2)C(=O)OC(C)(C)C)C=C1